1-[3-[(3,4-dihydro-3-methyl-1(2H)-quinolinyl)carbonyl]phenyl]-2-pyrrolidinone CC1CN(C2=CC=CC=C2C1)C(=O)C=1C=C(C=CC1)N1C(CCC1)=O